FC1=C(C=CC(=C1)F)SCC(F)(F)F (2,2,2-trifluoroethyl) (2,4-difluorophenyl) sulfide